2'-(([1,1'-biphenyl]-4,4'-diylbis(4,5-diphenyl-1H-imidazole-1,2-diyl))bis(4,1-phenylene))bis(oxygen) C1(=CC=C(C=C1)N1C(=NC(=C1C1=CC=CC=C1)C1=CC=CC=C1)C1=CC=C(C=C1)[O])C1=CC=C(C=C1)N1C(=NC(=C1C1=CC=CC=C1)C1=CC=CC=C1)C1=CC=C(C=C1)[O]